Ethyl (R)-3-(5-chloro-4-(2-(((3-chloropyridin-2-yl) oxy) methyl) pyrrolidin-1-yl)-2-fluorophenyl)-3-oxopropionate ClC=1C(=CC(=C(C1)C(CC(=O)OCC)=O)F)N1[C@H](CCC1)COC1=NC=CC=C1Cl